[Si](C)(C)(C(C)(C)C)OS(=O)(=O)C(F)(F)F [tert-butyl(dimethyl)silyl]trifluoromethanesulfonate